BrC1=C(NC=C(C1=O)C(=O)O)C(=O)O 3-bromo-4-oxo-1,4-dihydropyridine-2,5-dicarboxylic acid